OCC1=C2C(=NC(=C1)C(=O)OC)C(CC2)(C)C methyl 4-(hydroxymethyl)-7,7-dimethyl-5H,6H-cyclopenta[b]pyridine-2-carboxylate